2-methyl-9,10-bis-2-naphthalenyl-anthracene CC1=CC2=C(C3=CC=CC=C3C(=C2C=C1)C1=CC2=CC=CC=C2C=C1)C1=CC2=CC=CC=C2C=C1